4-{[2-(2-methoxyphenyl)pyrimidin-4-yl]methyl}piperazine-1-carboxylic acid tert-butyl ester C(C)(C)(C)OC(=O)N1CCN(CC1)CC1=NC(=NC=C1)C1=C(C=CC=C1)OC